(2S)-3-(4-chloronaphthalen-1-yl)-2-({[(9H-fluoren-9-yl)methoxy]carbonyl}amino)propanoic acid ClC1=CC=C(C2=CC=CC=C12)C[C@@H](C(=O)O)NC(=O)OCC1C2=CC=CC=C2C=2C=CC=CC12